N[C@H](C(=O)N1[C@@H](C[C@H](C1)O)C(=O)N[C@@H](C)C1=CC=C(C=C1)C#C)C(C)C (2S,4R)-1-((S)-2-amino-3-methylbutanoyl)-N-((S)-1-(4-ethynylphenyl)ethyl)-4-hydroxypyrrolidine-2-carboxamide